(R)-2,5,7-trimethyl-6-((1-(4-(6-((4-methylpiperazin-1-yl)methyl)pyridazin-3-yl)phenyl)pyrrolidin-3-yl)methyl)-[1,2,4]triazolo[1,5-a]pyrimidine CC1=NN2C(N=C(C(=C2C)C[C@H]2CN(CC2)C2=CC=C(C=C2)C=2N=NC(=CC2)CN2CCN(CC2)C)C)=N1